1-(p-tolyl)-2-fluoro-5-(((1H-imidazol-2-yl)thio)methyl)benzonitrile C1(=CC=C(C=C1)C1(C#N)C(C=CC(=C1)CSC=1NC=CN1)F)C